1-((5-(benzylthio)-3-fluoropyridin-2-yl)methyl)-6-methyl-7-phenyl-1,3-dihydro-2H-imidazo[4,5-c]pyridin-2-one C(C1=CC=CC=C1)SC=1C=C(C(=NC1)CN1C(NC=2C=NC(=C(C21)C2=CC=CC=C2)C)=O)F